OC=1C(C(C(C(C1O)=O)=O)=O)=O 5,6-dihydroxycyclohex-5-en-1,2,3,4-tetraone